5-cyclohexyl-N-(piperidin-4-yl)-2,6-naphthyridin-3-amine C1(CCCCC1)C1=C2C=C(N=CC2=CC=N1)NC1CCNCC1